FC(N1C=2C=3C=CN=C([C@H](CCC[C@@H](C(NC2C=N1)=O)C)NC(OC(C)(C)C)=O)C3)F tert-butyl N-[(9S,13S)-3-(difluoromethyl)-9-methyl-8-oxo-3,4,7,15-tetraazatricyclo[12.3.1.02,6]octadeca-1(18),2(6),4,14,16-pentaen-13-yl]carbamate